[O-2].[Sc+3].[O-2].[O-2].[Sc+3] scandium (III) oxide